NC1=C2C(=NC=N1)N(N=C2C2=CC=C(C=C2)OC2=CC=CC=C2)[C@H]2[C@@H]1CN([C@H](C2)C1)C(=O)OC(C)(C)C tert-butyl (1S,4S,5R)-5-(4-amino-3-(4-phenoxyphenyl)-1H-pyrazolo[3,4-d]pyrimidin-1-yl)-2-azabicyclo[2.2.1]heptane-2-carboxylate